N-(2-(benzo[d]thiazol-2-yl)-4-cyanophenyl)acetamide S1C(=NC2=C1C=CC=C2)C2=C(C=CC(=C2)C#N)NC(C)=O